CC1=C(C(=CC=C1)C)C1(NN(C2=NC(=NC=C21)NC2=CC=C(C=C2)C2CCN(CC2)CC2CCNCC2)C)N 3-(2,6-dimethylphenyl)-1-methyl-N6-(4-(1-(piperidin-4-ylmethyl)piperidin-4-yl)phenyl)-1H-pyrazolo[3,4-d]pyrimidine-3,6-diamine